P(=O)(OC1=C(C=C(C=C1)Cl)Cl)(OC1=C(C=C(C=C1)Cl)Cl)OC1=C(C=C(C=C1)Cl)Cl tris(2,4-dichlorophenyl) phosphate